ethyl-2-((2,5-dichloropyrimidin-4-yl)amino)nicotinic acid ethyl ester C(C)OC(C1=C(N=C(C=C1)CC)NC1=NC(=NC=C1Cl)Cl)=O